Cl/C=C/CO (E)-3-chloroallyl alcohol